CN1N=CC(=C1)C1=CC=2OC[C@H](NC2N=C1)[C@H](C1=CC=CC=C1)NCCC1=CC=C(C#N)C=C1 |o1:11| 4-(2-(((S)-((R or S)-7-(1-methyl-1H-pyrazol-4-yl)-3,4-dihydro-2H-pyrido[3,2-b][1,4]oxazin-3-yl)(phenyl)methyl)amino)ethyl)benzonitrile